N-(biotinamido)-L-lysine C(CCCC[C@@H]1SC[C@@H]2NC(=O)N[C@H]12)(=O)NN[C@@H](CCCCN)C(=O)O